The molecule is a homodetic cyclic peptide that consists of L-threonine and L-valine as the amino acid residues cyclised via amide bonds. It is isolated from Lissoclinum bistratum and exhibits antitumour activity against the human colon tumour cell line. It has a role as a metabolite and an antineoplastic agent. It is a homodetic cyclic peptide and a macrocycle. C[C@@H]1[C@H]2C(=O)N[C@H](C3=NC(=CS3)C(=O)N[C@H](C4=NC(=CS4)C(=O)N[C@H](C(=N2)O1)C(C)C)C(C)C)C(C)C